NC1=CC2=C(B(OC(C2)CN(C)C)O)C=C1 6-amino-3-((dimethylamino)methyl)benzo[c][1,2]oxaborin-1(3H)-ol